C(CCCCCCCCCCCC=CCCCCCCCC)(=O)OCCCCCCCCCCCCCCCCCCCCCCCCCCCCCC(=O)O 30-(docos-13-enoyloxy)-triacontanoic acid